BrC1=NC(=C(N1C)C(=O)OCC)CO ethyl 2-bromo-5-(hydroxymethyl)-3-methylimidazole-4-carboxylate